CC1CN2C(OCC1)=C(C=N2)S(=O)(NC(C2=CC=CC=C2)(C2=CC=CC=C2)C2=CC=CC=C2)=N 7-methyl-N-trityl-5,6,7,8-tetrahydropyrazolo[5,1-b][1,3]oxazepine-3-sulfonimidamide